ClCC(=O)N1CCC2(CCNC2=O)CC1 8-(2-chloroacetyl)-2,8-diazaspiro[4.5]decan-1-one